(2S,3S,4S,5R,6S)-6-[5-(5,7-dihydroxy-4-oxo-4H-chromen-2-yl)-2-hydroxyphenoxy]-3,4,5-trihydroxyoxane-2-carboxylic acid OC1=C2C(C=C(OC2=CC(=C1)O)C=1C=CC(=C(O[C@H]2[C@@H]([C@H]([C@@H]([C@H](O2)C(=O)O)O)O)O)C1)O)=O